[18F]C1=NC=C(C=C1)I 2-[18F]fluoro-5-iodopyridine